FC1=C(C=CC(=C1C)F)C=1C=C2C(=NC1)C=NN2CC=2C=NC(=CC2)F 6-(2,4-Difluoro-3-methyl-phenyl)-1-[(6-fluoro-3-pyridyl)methyl]pyrazolo[4,3-b]pyridine